7-(2-morpholino-4-oxo-4H-chromen-8-yl)quinoline-4-carbonitrile O1CCN(CC1)C=1OC2=C(C=CC=C2C(C1)=O)C1=CC=C2C(=CC=NC2=C1)C#N